[Si](C1=CC=CC=C1)(C1=CC=CC=C1)(C(C)(C)C)OC[C@H]1CC[C@]2(CCCN12)COC=1N=C(C2=C(N1)C(=C(N=C2)Cl)F)N2C[C@@](CCC2)(O)C (R)-1-(2-(((3R,7aR)-3-(((tert-butyldiphenylsilyl)oxy)methyl)hexahydro-1H-pyrrolizin-7a-yl)methoxy)-7-chloro-8-fluoropyrido[4,3-d]pyrimidin-4-yl)-3-methylpiperidin-3-ol